2-hydroxy-1-(piperazin-1-yl)ethan-1-one OCC(=O)N1CCNCC1